1-(4-(6-chloro-7-(3-hydroxynaphthalen-1-yl)quinazolin-4-yl)piperazin-1-yl)prop-2-en-1-one ClC=1C=C2C(=NC=NC2=CC1C1=CC(=CC2=CC=CC=C12)O)N1CCN(CC1)C(C=C)=O